C(=C\C)/[C@@H]1[C@@H](C1)CS(=O)(=O)N ((1R,2R)-2-((E)-PROP-1-EN-1-YL)CYCLOPROPYL)METHANESULFONAMIDE